CC1=NC(=NC(=C1)C=1SC=CC1)SC 4-methyl-2-(methylthio)-6-(thiophen-2-yl)pyrimidine